C(C)(C)(C)C1=CC(=NC=C1)C1=NC=CC(=C1)C(C)(C)C 4,4'-Bis(tert-butyl)-2,2'-bipyridine